CN(C1=NC(=NC(=N1)NC1=CC(=CC=C1)N)NC1=CC(=CC=C1)N)C 2-dimethylamino-4,6-bis[(3-aminophenyl)amino]-1,3,5-triazine